OC1=CC=C(C(=O)OC2=CC=CC=C2)C=C1 phenyl 4-hydroxybenzoate